6-((1-(5-((7-Cyclobutoxy-4-oxo-3,4-dihydrophthalazin-1-yl)methyl)-2-fluorobenzoyl)azetidin-3-yl)(methyl)amino)pyrazine-2-carbonitrile C1(CCC1)OC1=CC=C2C(NN=C(C2=C1)CC=1C=CC(=C(C(=O)N2CC(C2)N(C2=CN=CC(=N2)C#N)C)C1)F)=O